O=C1NC(CCC1N1C(C2=CC=CC(=C2C1)C1=NC=CC(=C1)CC=1C(=NC=CC1)C(=O)N)=O)=O ((2-(2-(2,6-dioxopiperidin-3-yl)-1-oxoisoindolin-4-yl)pyridin-4-yl)methyl)picolinamide